O1CC(C1)N1CCN(CC1)C(=O)C=1C=C2C=CC=NC2=CC1 6-(4-(oxetan-3-yl)piperazine-1-carbonyl)quinolin